methylpiperidine ammonium chloride [Cl-].[NH4+].CN1CCCCC1